7-chloro-4-(1-(5-((3-methoxyazetidin-1-yl)methyl)pyrimidin-2-yl)piperidin-4-yl)-1-methyl-1,4-dihydropyrido[2,3-b]pyrazine-2,3-dione ClC1=CC2=C(N(C(C(N2C)=O)=O)C2CCN(CC2)C2=NC=C(C=N2)CN2CC(C2)OC)N=C1